(E)-6,7-dimethoxy-2-((6-methoxypyridin-2-yl)methylene)-3,4-dihydronaphthalen-1(2H)-one COC=1C=C2CC\C(\C(C2=CC1OC)=O)=C/C1=NC(=CC=C1)OC